6-methoxy-2-((1S,2S)-2-methyl-4-oxocyclohexyl)-N-(pyrazolo[1,5-a]pyrimidin-3-yl)-2H-indazole-5-carboxamide COC=1C(=CC2=CN(N=C2C1)[C@@H]1[C@H](CC(CC1)=O)C)C(=O)NC=1C=NN2C1N=CC=C2